ClC1=C(C=CC2=NSN=C21)B2OC(C(O2)(C)C)(C)C 4-chloro-5-(4,4,5,5-tetramethyl-1,3,2-dioxaborolan-2-yl)benzo[c][1,2,5]thiadiazole